4-(8-dimethylamino-2-oxo-8-phenyl-1,3-diazaspiro[4.5]decan-3-yl)-benzoic acid methyl ester COC(C1=CC=C(C=C1)N1C(NC2(C1)CCC(CC2)(C2=CC=CC=C2)N(C)C)=O)=O